C1(CCCCC1)N1C[C@H]([C@@H](CC1)NC(=O)C1=NOC(=C1)C1=C(C=C(C=C1)F)F)C(=O)N1CC(C1)F 5-(2,4-difluoro-phenyl)-isoxazole-3-carboxylic acid [(3R,4R)-1-cyclohexyl-3-(3-fluoro-azetidine-1-carbonyl)-piperidin-4-yl]-amide